C[NH2+]CCNC methyl-2-(methylamino)ethyl-ammonium